3-bromo-6-[1-(tert-butyl-dimethyl-silanyloxy)-ethyl]-imidazo[1,2-a]pyridine BrC1=CN=C2N1C=C(C=C2)C(C)O[Si](C)(C)C(C)(C)C